ClC1=CC=C(C=C1)C1N(C[C@@H](CC1(F)F)N1C(CCC1=O)C)C(=O)O 4-chlorophenyl-(5R)-3,3-difluoro-5-(2-methyl-5-oxopyrrolidin-1-yl)piperidine-1-carboxylic acid